tert-butyl (S)-3-((2-cyanoquinolin-5-yl)amino)pyrrolidine-1-carboxylate C(#N)C1=NC2=CC=CC(=C2C=C1)N[C@@H]1CN(CC1)C(=O)OC(C)(C)C